C(CCCCCCC\C=C/C\C=C/CCCCC)(=O)OCC(COC(CCC(OCCCCCCCC)OCCCCCCCC)=O)CO (9Z,12Z)-3-((4,4-bis(octyloxy)butanoyl)oxy)-2-(hydroxymethyl)propyl octadeca-9,12-dienoate